C(C1=CC=CC=C1)OC1=NC(=CC2=CC=CC=C12)N1CCN(CC1)CC1=NC2=C(N1C[C@H]1OCC1)C=C(C=C2)C(=O)O (S)-2-((4-(1-(benzyloxy)isoquinolin-3-yl)piperazin-1-yl)methyl)-1-(oxetan-2-ylmethyl)-1H-benzo[d]imidazole-6-carboxylic acid